1,4-bis[(2,3-epoxybutyl)dimethylsilyl]benzene (R)-2-chloro-5-oxo-3-(trifluoromethyl)-7a,8,10,11-tetrahydro-5H-pyrazino[2,1-c]Pyrido[2,3-e][1,4]oxazepine-9(7H)-carboxylate ClC=1C(=CC2=C(N3[C@@H](COC2=O)CN(CC3)C(=O)O)N1)C(F)(F)F.C(C1C(C)O1)[Si](C1=CC=C(C=C1)[Si](C)(C)CC1C(C)O1)(C)C